NC1=C2C(=NC=N1)N(N=C2C2=CC=C(C=C2)NC(=O)NC2=CC(=NN2C2=CC=C(C=C2)C(C)C)C(C)(C)C)C 1-(4-{4-amino-1-methyl-1H-pyrazolo[3,4-d]pyrimidin-3-yl}phenyl)-3-{3-tert-butyl-1-[4-(propan-2-yl)phenyl]-1H-pyrazol-5-yl}urea